(2R,3S)-2-(4-(cyclopentylamino)phenyl)-1-((2,5-dimethylphenyl)-sulfonyl)-N-(4-methyl-3-(trifluoromethyl)phenyl)piperidine-3-carboxamide C1(CCCC1)NC1=CC=C(C=C1)[C@@H]1N(CCC[C@@H]1C(=O)NC1=CC(=C(C=C1)C)C(F)(F)F)S(=O)(=O)C1=C(C=CC(=C1)C)C